5-methyl-2-(5-methyl-1H-pyrazol-1-yl)benzoic acid CC=1C=CC(=C(C(=O)O)C1)N1N=CC=C1C